Cl.N1=NN(C2=NC=CC=C21)C2=CC(=C(C(=O)N([C@H]1CNCCC1)C1=NC=CC3=CC(=CC=C13)Br)C=C2)F (R)-4-(3H-[1,2,3]triazolo[4,5-b]pyridin-3-yl)-N-(6-bromoisoquinolin-1-yl)-2-fluoro-N-(piperidin-3-yl)benzamide hydrochloride salt